C(#N)C1=NC2=CC(=CC(=C2N=C1NCC1C(C1)(F)F)[C@@H](C)NC1=C(C(=O)O)C=CC=C1)C 2-(((1R)-1-(2-cyano-3-(((2,2-difluoro-cyclopropyl)methyl)amino)-7-meth-ylquinoxalin-5-yl)ethyl)amino)benzoic acid